N1(N=CC(=C1)C=1C=NNC1)C1(CN(C1)C1=CC(=C(C(=O)N[C@H](C(F)(F)F)C)C=C1F)F)CC#N 4-[3-(1H,1'H-4,4'-Bipyrazol-1-yl)-3-(cyanomethyl)azetidin-1-yl]-2,5-difluoro-N-[(1S)-2,2,2-trifluoro-1-methylethyl]benzamide